C1(=CC=CC=C1)CS(=O)(=O)OC1=C(O[C@@](C1=O)([2H])C=1C=NC(=CC1)C(F)(F)F)N (S)-2-amino-4-oxo-5-(6-(trifluoromethyl)pyridin-3-yl)-4,5-dihydrofuran-3-yl-5-d phenylmethanesulfonate